CC1=C(SC2=C1C=CC(=C2Cl)O)N(CCC2=C(C=CC=C2)F)C(C)=O Methyl-2-[acetyl(2-fluorophenylethyl)amino]-7-chloro-6-hydroxy-1-benzothiophene